((6-((dimethylamino)methyl)-5-morpholinopyridin-2-yl)amino)-5-(1-methyl-1H-pyrrolo[2,3-b]pyridin-4-yl)-2,6-naphthyridin-1(2H)-one CN(C)CC1=C(C=CC(=N1)NN1C(C2=CC=NC(=C2C=C1)C1=C2C(=NC=C1)N(C=C2)C)=O)N2CCOCC2